CC1(NC(CCC1)(C)C)C 2,2,6,6-tetramethyl-piperidin